Diphenyl-bis-(2-ethoxyethoxy)silane C1(=CC=CC=C1)[Si](OCCOCC)(OCCOCC)C1=CC=CC=C1